OC1=CC=C(C=C1)C(=CC1=CC=C(C=C1)O)C#N 4,4'-dihydroxy-α-cyanostilbene